N-(8-fluoro-7-(2-hydroxypropan-2-yl)-2-(2-(methylsulfonyl)ethyl)imidazo[1,2-a]pyridin-6-yl)-6-(trifluoromethyl)picolinamide FC=1C=2N(C=C(C1C(C)(C)O)NC(C1=NC(=CC=C1)C(F)(F)F)=O)C=C(N2)CCS(=O)(=O)C